tert-Butyl ((2R)-1-((1-(6-((2-amino-2-oxo-1-phenylethyl)thio)-3,5-dicyano-4-cyclopropylpyridin-2-yl)piperidin-4-yl)amino)-1-oxopropan-2-yl)carbamate NC(C(C1=CC=CC=C1)SC1=C(C(=C(C(=N1)N1CCC(CC1)NC([C@@H](C)NC(OC(C)(C)C)=O)=O)C#N)C1CC1)C#N)=O